2-(2-methoxyethyl)pyrazolo[4,3-c]pyridin-7-amine COCCN1N=C2C(C=NC=C2N)=C1